N1(N=CC=C1)C1=CC=C(C=C1)C(C)=O 1-(4-(1H-pyrazol-1-yl)phenyl)ethanone